(1-(cyclopropylmethoxy)-4-hydroxy-2-oxo-1,2-dihydroquinoline-3-carbonyl)glycine ethyl ester C(C)OC(CNC(=O)C=1C(N(C2=CC=CC=C2C1O)OCC1CC1)=O)=O